FC(C(=O)O)(F)F.FC(C(=O)O)(F)F.CN1C=2C=3C=CN=C(CCCCC(C(NC2C=N1)=O)C)C3 3,9-dimethyl-3,4,7,15-tetraazatricyclo[12.3.1.02,6]Octadecan-1(18),2(6),4,14,16-pentaen-8-one bistrifluoroacetate salt